C(C)(C)(C)OC(=O)NCC1=CC=C(C=C1)NC(=O)C1=CC2=C(OCCC3=C2SC=C3)C=C1C=1C(=NC(=CC1)C(NCC(C)(C)O)=O)C(=O)OC methyl 3-(9-((4-(((tert-butoxycarbonyl)amino)methyl)phenyl)carbamoyl)-4,5-dihydrobenzo[b]thieno[2,3-d]oxepin-8-yl)-6-((2-hydroxy-2-methylpropyl)carbamoyl)picolinate